CNC1=C(C=C(C(=O)N2CC(CCC2)NC(OC(C)(C)C)=O)C=C1)[N+](=O)[O-] tert-butyl (1-(4-(methylamino)-3-nitrobenzoyl)piperidin-3-yl)carbamate